[Sn+2].C(C)(C)(C)NC(=NC(C)(C)C)C(C)C(C)C(N)=N N,N'-di-tert-butyl-2,3-diamidinobutane tin (II)